(S)-4-(5-cyclopropyl-7-(3-(methoxycarbonyl)cyclobutyl)-7H-pyrrolo[2,3-d]pyrimidin-4-yl)-3-methylpiperazine-1-carboxylic acid tert-butyl ester C(C)(C)(C)OC(=O)N1C[C@@H](N(CC1)C=1C2=C(N=CN1)N(C=C2C2CC2)C2CC(C2)C(=O)OC)C